2-prenyl-1,3,5-trihydroxybenzene C(C=C(C)C)C1=C(C=C(C=C1O)O)O